5-(2,6-difluorophenyl)-1,6-dihydropyrazolo[4,3-d]pyrido[4,3-f][1,3]diazepine-9-carboxylic acid FC1=C(C(=CC=C1)F)C=1NC2=C(C3=C(N1)C=NN3)C=C(N=C2)C(=O)O